methyl 2-(7-amino-4-chloro-1-oxo-isoindolin-2-yl)-5-methoxy-benzoate NC=1C=CC(=C2CN(C(C12)=O)C1=C(C(=O)OC)C=C(C=C1)OC)Cl